C1(=CC=CC=C1)C1=NC=C(C=C1)B1OC(C(O1)(C)C)(C)C 2-phenyl-5-(4,4,5,5-tetramethyl-[1,3,2]-dioxaborolan-2-yl)-pyridine